(2RS)-2-[4-(4-chlorophenoxy)-α,α,α-trifluoro-o-tolyl]-1-(1H-1,2,4-triazol-1-yl)propan-2-ol POTASSIUM [K].ClC1=CC=C(OC2=CC(=C(C=C2)C(F)(F)F)[C@@](CN2N=CN=C2)(C)O)C=C1 |r|